4-((3-hydroxy-3-methylbutyl)amino)-2-((1-methyl-1H-pyrazol-4-yl)amino)pyrimidin-5-carboxamide OC(CCNC1=NC(=NC=C1C(=O)N)NC=1C=NN(C1)C)(C)C